ClC=1C=C(C=C(C1)C1=NC=CC=N1)C(C(=O)OC(C)(C)C)O tert-butyl 2-(3-chloro-5-(pyrimidin-2-yl)phenyl)-2-hydroxyacetate